5-cis-3-amino-3-(1-hydroxyethyl)cyclobutanecarboxylic acid tert-butyl ester C(C)(C)(C)OC(=O)C1CC(C1)(C(C)O)N